N-(5-ETHYL-3-METHYL-1H-INDAZOL-4-YL)-N-METHYL-1-(2-(TRIFLUOROMETHYL)PYRIDIN-4-YL)-1H-PYRAZOLE-4-SULFONAMIDE C(C)C=1C(=C2C(=NNC2=CC1)C)N(S(=O)(=O)C=1C=NN(C1)C1=CC(=NC=C1)C(F)(F)F)C